N-(4-hydroxybenzyl)-7-isobutyl-1-(4-methoxybenzyl)-5-oxooctahydro-3aH-3,6-methanopyrrolo[3,2-b]pyridine-3a-carboxamide OC1=CC=C(CNC(=O)C23NC(C4C(C2N(CC3C4)CC4=CC=C(C=C4)OC)CC(C)C)=O)C=C1